NC1=C(C=C(N=N1)C1=C(C(=CC=C1)F)O)N1C[C@H]2CC[C@@H](C1)N2C2=NC=CC(=N2)C2CCNCC2 2-(6-amino-5-((1R,5S)-8-(4-(piperidin-4-yl)pyrimidin-2-yl)-3,8-diazabicyclo[3.2.1]octan-3-yl)pyridazin-3-yl)-6-fluorophenol